C(C)(=O)N[C@]1([C@@H]2CC[C@]3([C@@]4(CC[C@]5(CCC(C[C@H]5[C@H]4C(C=C3[C@]2(C=C(C1=O)C#N)C)=O)(C)C)C(=O)OC)C)C)C methyl (4aS,6aR,6bS,8aR,9S,12aS,14aR,14bS)-9-acetamido-11-cyano-2,2,6a,6b,9,12a-hexamethyl-10,14-dioxo-1,3,4,5,6,6a,6b,7,8,8a,9,10,12a,14,14a,14b-hexadecahydropicene-4a(2H)-carboxylate